1-(2-fluorobenzyl)-1H-pyrazol FC1=C(CN2N=CC=C2)C=CC=C1